C(C)OP(=O)(C1=CC=CC=C1)C(C1=C(C(=C(C=C1C)C)C(C1=CC=CC=C1)=O)C)=O (3-benzoyl-2,4,6-trimethylbenzoyl)(phenyl)phosphinic acid ethyl ester